4-(6-bromopyrazolo[1,5-a]pyrimidin-3-yl)benzonitrile BrC=1C=NC=2N(C1)N=CC2C2=CC=C(C#N)C=C2